(5'S,7a'R)-1-benzoyl-5'-(2-fluoro-4-methylphenyl)tetrahydro-3'H-spiro[piperidine-4,2'-pyrrolo[2,1-b]oxazol]-3'-one C(C1=CC=CC=C1)(=O)N1CCC2(C(N3[C@H](O2)CC[C@H]3C3=C(C=C(C=C3)C)F)=O)CC1